C(C=C)OC1=CC=C(C(=C1C=O)Cl)Cl 6-(allyloxy)-2,3-dichlorobenzaldehyde